6-(3-Isobutoxyphenyl)-2-(4-methyl-1-piperidyl)-N-[(2-oxo-1H-pyridin-3-yl)sulfonyl]pyridin-3-carboxamid C(C(C)C)OC=1C=C(C=CC1)C1=CC=C(C(=N1)N1CCC(CC1)C)C(=O)NS(=O)(=O)C=1C(NC=CC1)=O